ClC1=CC=2C(=NC=C(C2C2=NN(C=N2)C)C(F)(F)F)N1 2-chloro-4-(1-methyl-1H-1,2,4-triazol-3-yl)-5-(trifluoromethyl)-1H-pyrrolo[2,3-b]pyridine